ClC1=C(C=CC(=C1)C)C=1CCCC2=C(C1C1=CC=C(C=C1)O[C@@H]1CN(CC1)CCCF)C=CC(=C2)C(=O)N (S)-8-(2-chloro-4-methylphenyl)-9-(4-((1-(3-fluoropropyl)pyrrolidin-3-yl)oxy)phenyl)-6,7-dihydro-5H-benzo[7]annulene-3-carboxamide